strontium-ruthenium oxygen [O].[Ru].[Sr]